ClC=1C=NN(C1)C[C@H](C(=O)OCC)OC(NC1=C2CCCC2=CC=2CCCC12)=O Ethyl (2R)-3-(4-chloro-1H-pyrazol-1-yl)-2-{[(1,2,3,5,6,7-hexahydro-s-indacen-4-yl)-carbamoyl]oxy}propanoate